ClC1=C(OCCCC(=O)O)C(=CC(=C1)C1=NC(=CC(=C1)C)OC1CCC1)F 4-[2-chloro-4-(6-cyclobutoxy-4-methyl-pyridin-2-yl)-6-fluoro-phenoxy]-butyric acid